[Ni](O)O.[Mn] manganese-nickel hydroxide